COC=1C=C2C(=CC(=NC2=CC1)N(C)C1=CC=C(C=C1)C)C(F)(F)F 6-methoxy-N-(4-methylphenyl)-N-methyl-4-trifluoromethylquinolin-2-amine